N-(6-amino-5-cyclopropylpyridin-3-yl)-2-((2S,5R)-2-(4-fluorophenyl)-5-methyl-4-(1-(trifluoromethyl)cyclopropanecarbonyl)piperazin-1-yl)-2-oxoacetamide NC1=C(C=C(C=N1)NC(C(=O)N1[C@H](CN([C@@H](C1)C)C(=O)C1(CC1)C(F)(F)F)C1=CC=C(C=C1)F)=O)C1CC1